[I-].C=[NH2+] methyleneammonium iodide